N1N=CC(=C1)C(=O)[O-] pyrazole-4-carboxylate